C[C@H]1CC[C@@H](N(C1)C(C(=O)NC=1C=C(C=NC1)C(=O)N)=O)C1=CC=C(C=C1)O[C@H]1COCC1 |&1:28| rac-5-{2-[(2R,5S)-5-methyl-2-[4-(Oxolan-3-Yloxy)phenyl]Piperidin-1-Yl]-2-oxoacetamido}Pyridine-3-carboxamide